CC(CC)N1CCN(CC1)CC(=O)O [4-(2-butyl)piperazin-1-yl]acetic acid